6-[5-(3-chlorophenyl)-1H-imidazol-4-yl]-N-[2-(4-isopropylpiperazin-1-yl)ethyl]quinolin-3-amine ClC=1C=C(C=CC1)C1=C(N=CN1)C=1C=C2C=C(C=NC2=CC1)NCCN1CCN(CC1)C(C)C